tert-butyl N-[4-[4-[2-[1-(2,6-dioxo-3-piperidyl)-3-methyl-2-oxo-benzimidazol-5-yl]ethynyl]piperidine-1-carbonyl]-1-bicyclo[2.2.2]octanyl]carbamate O=C1NC(CCC1N1C(N(C2=C1C=CC(=C2)C#CC2CCN(CC2)C(=O)C21CCC(CC2)(CC1)NC(OC(C)(C)C)=O)C)=O)=O